(5R)-3-(4-bromo-3-fluorophenyl)-5-hydroxymethyl-oxazolidine-2-one BrC1=C(C=C(C=C1)N1C(O[C@H](C1)CO)=O)F